R-mesylate S(C)(=O)(=O)[O-]